ClC=1C=CC2=C(N=C(O2)N2CCC(CC2)CNC(OC(C)(C)C)=O)C1 tert-butyl ((1-(5-chlorobenzo[d]oxazol-2-yl)piperidin-4-yl)methyl)carbamate